N-((R)-2-(dimethylamino)-1-(4-(ethylsulfonyl)phenyl)ethyl)benzamide CN(C[C@@H](C1=CC=C(C=C1)S(=O)(=O)CC)NC(C1=CC=CC=C1)=O)C